2-((14-(triisopropylsilyl)tetradecyl)oxy)ethyl hydrogen ((((R)-1-(6-amino-9H-purin-9-yl)propan-2-yl)oxy)methyl)phosphonate NC1=C2N=CN(C2=NC=N1)C[C@@H](C)OCP(OCCOCCCCCCCCCCCCCC[Si](C(C)C)(C(C)C)C(C)C)(O)=O